4-((6-(((adamantan-1-yl)methyl)amino)hexyl)amino)-2-(2,6-dioxopiperidin-3-yl)isoindoline-1,3-dione C12(CC3CC(CC(C1)C3)C2)CNCCCCCCNC2=C3C(N(C(C3=CC=C2)=O)C2C(NC(CC2)=O)=O)=O